ClC=1C=C2C(=NC(=NC2=C(C1N1CCCC2=CC(=CC=C12)F)F)OC[C@H]1N(CCC1)C)N1CCNCC1 (S)-6-chloro-8-fluoro-7-(6-fluoro-3,4-dihydro-quinolin-1(2H)-yl)-2-((1-methylpyrrolidin-2-yl)methoxy)-4-(piperazin-1-yl)quinazoline